(anthracen-9-yl)-11-(4-(3,4,5-tris(2-(2-(2-methoxyethoxy)ethoxy)ethoxy)benzamido)phenyl)-9,10-ethenoanthracen C1=CC=CC2=CC3=CC=CC=C3C(=C12)C1=CC=CC2=C3C4=CC=CC=C4C(=C12)C=C3C3=CC=C(C=C3)NC(C3=CC(=C(C(=C3)OCCOCCOCCOC)OCCOCCOCCOC)OCCOCCOCCOC)=O